4-(trifluoromethyl)-2-{[2-(trimethylsilyl)ethoxy]Methyl}pyridazine FC(C1=CN(NC=C1)COCC[Si](C)(C)C)(F)F